(S)-8-(4-chloro-2-fluorophenyl)-2,3-dimethyl-6-(5-(2-methylpyridin-4-yl)-4-oxa-7-azaspiro[2.5]oct-7-yl)pyrido[3,4-d]pyrimidin-4(3H)-one ClC1=CC(=C(C=C1)C1=NC(=CC2=C1N=C(N(C2=O)C)C)N2C[C@@H](OC1(CC1)C2)C2=CC(=NC=C2)C)F